2-(METHYLAMINO)HEXANOIC ACID CNC(C(=O)O)CCCC